(S)-2-amino-3-(4-dihydroxyboryl-3-nitrophenyl)-2-methylpropanoic acid N[C@](C(=O)O)(CC1=CC(=C(C=C1)B(O)O)[N+](=O)[O-])C